S(=O)(=O)(O)O.N1=CC=CC2=CC=C3C=CC=NC3=C12 phenanthroline sulphate